(2,4-di-tert-butylphenyl) phosphit P(OC1=C(C=C(C=C1)C(C)(C)C)C(C)(C)C)([O-])[O-]